6-(2-aminopropoxy)-2-(((2-(2-oxo-3-(3-oxo-3,4-dihydro-2H-pyrazino[2,3-b][1,4]oxazin-6-yl)oxazolidin-5-yl)ethyl)amino)methyl)-2,3-dihydro-1H-indene-4-carbonitrile NC(COC=1C=C(C=2CC(CC2C1)CNCCC1CN(C(O1)=O)C1=NC2=C(OCC(N2)=O)N=C1)C#N)C